FC1=C(C(=O)O)C=C(C=C1)C1=NNC(C2=CC=CC=C12)=O 2-fluoro-5-(4-oxo-3,4-dihydrophthalazin-1-yl)benzoic acid